N-(2-(4-(5,7-dimethoxy-4-oxo-3,4-dihydroquinazolin-2-yl)-2,6-dimethylphenoxy)ethyl)-N-methylformamide COC1=C2C(NC(=NC2=CC(=C1)OC)C1=CC(=C(OCCN(C=O)C)C(=C1)C)C)=O